(2S,4R)-1-[(2S)-2-[4-[[(5-aminopyrazin-2-yl)-methyl-amino]methyl]triazol-1-yl]-3,3-dimethyl-butanoyl]-4-hydroxy-N-methyl-pyrrolidine-2-carboxamide NC=1N=CC(=NC1)N(C)CC=1N=NN(C1)[C@H](C(=O)N1[C@@H](C[C@H](C1)O)C(=O)NC)C(C)(C)C